[[1-(oxetan-3-yl)-3-(2,2,2-trifluoro-1-methyl-ethoxy)pyrazol-4-yl]amino]pyrrolo[2,3-d]pyrimidine-6-carbonitrile O1CC(C1)N1N=C(C(=C1)NC=1N=CC2=C(N1)N=C(C2)C#N)OC(C(F)(F)F)C